2,6-diaminophenoxybenzonitrile NC1=C(OC2=C(C#N)C=CC=C2)C(=CC=C1)N